ethylenebis(dithiocarbamate) diammonium [NH4+].[NH4+].C(CNC([S-])=S)NC([S-])=S